2-(8-azabicyclo[3.2.1]oct-3-yl)acetic acid methyl ester COC(CC1CC2CCC(C1)N2)=O